2'-Chloro-N-(5-(5-chloro-6-methoxy-3-methyl-picolinoyl)-5,6-dihydro-4H-pyrrolo[3,4-d]thiazol-2-yl)-5'-methoxy-6-methyl-[4,4'-bipyridine]-3-carboxamide ClC1=NC=C(C(=C1)C1=C(C=NC(=C1)C)C(=O)NC=1SC2=C(N1)CN(C2)C(C2=NC(=C(C=C2C)Cl)OC)=O)OC